ClC=1C=C(CNC2=NS(C3=C(N2)C(=CC=C3)OC3=C(C=CC=C3)Cl)(=O)=O)C=CC1F 3-((3-chloro-4-fluorobenzyl)amino)-5-(2-chlorophenoxy)-4H-benzo[e][1,2,4]thiadiazine 1,1-dioxide